P(=O)(OCC[N+](C)(C)C)(O)[O-] 2-(trimethylazaniumyl)ethyl hydrogen phosphate